5-cyano-benzotriazole C(#N)C1=CC2=C(NN=N2)C=C1